C(CCCCCCC\C=C/C\C=C/CCCCC)(=O)OCC(COC(NC1CN(C1)CC(F)F)=O)OC(CCCCCCC\C=C/CCCCCCCC)=O 3-(((1-(2,2-difluoroethyl)azetidin-3-yl)carbamoyl)oxy)-2-(oleoyloxy)propyl (9Z,12Z)-octadeca-9,12-dienoate